CC1=CC=C(C=N1)CC(=O)NC1=NNC(=C1)[C@@H]1C[C@@H](CC1)N(C([O-])=O)CC(F)F (1R,3S)-3-(3-{[(6-methylpyridin-3-yl)acetyl]amino}-1H-pyrazol-5-yl)cyclopentyl(2,2-difluoroethyl)carbamate